NC(C(CCC(=O)OC(C)(C)C)N1C(C2=CC=C(C=C2C1)C1=NC=C(C(=C1)CO)F)=O)=O tert-butyl 5-amino-4-(5-(5-fluoro-4-(hydroxymethyl) pyridin-2-yl)-1-oxoisoindolin-2-yl)-5-oxopentanoate